2-{[4-({2-[(2-cyano-4-fluorophenoxy)methyl]pyridin-4-yl}oxy)piperidin-1-yl]methyl}-1-{[(2S)-oxetan-2-yl]methyl}-1H-1,3-benzodiazole-6-carboxylic acid C(#N)C1=C(OCC2=NC=CC(=C2)OC2CCN(CC2)CC2=NC3=C(N2C[C@H]2OCC2)C=C(C=C3)C(=O)O)C=CC(=C1)F